C(C)N(C(=N)NCC)CC 1,1,3-triethylguanidine